2-(4-(chloromethyl)cuban-1-yl)-1-isopropyl-4-(trifluoromethyl)-1H-imidazole ClCC12C3C4C5(C(C14)C2C53)C=5N(C=C(N5)C(F)(F)F)C(C)C